tert-butyl N-[1-[8-[(8-fluoro-2-methyl-imidazo[1,2-a]pyridin-6-yl)carbamoyl]quinoxalin-5-yl]azetidin-3-yl]-N-methyl-carbamate FC=1C=2N(C=C(C1)NC(=O)C=1C=CC(=C3N=CC=NC13)N1CC(C1)N(C(OC(C)(C)C)=O)C)C=C(N2)C